C(C)(C)(C)OC(N[C@H](C(=O)NNC(=O)OCC1=CC=CC=C1)CC1CCCCC1)=O.CC1=C(C(=CC(=C1)C)C)N1C=[N+](C=C1)C1=C(C=C(C=C1C)C)C 1,3-bis(2,4,6-trimethylphenyl)imidazolium tert-butyl-N-[(1S)-2-(2-benzyloxycarbonylhydrazino)-1-(cyclohexylmethyl)-2-oxo-ethyl]carbamate